S(N)([O-])(=O)=O.[NH4+] ammonium sulfamat